4-((2-oxaspiro[3.3]hept-6-yl)amino)-2-chloropyrimidine-5-carboxylic acid C1OCC12CC(C2)NC2=NC(=NC=C2C(=O)O)Cl